5-(3-ethyl-2-methyl-3H-imidazo[4,5-b]pyridin-5-yl)-N-(cis-4-(2-methoxyethoxy)cyclohexyl)pyrrolo[2,1-f][1,2,4]triazin-2-amine C(C)N1C(=NC=2C1=NC(=CC2)C=2C=CN1N=C(N=CC12)N[C@@H]1CC[C@@H](CC1)OCCOC)C